1-[3-(1-hydroxyethyl)-6-[5-[(6-methylpyridazin-3-yl)amino]benzimidazol-1-yl]-2-pyridinyl]-5-methyl-pyrazole-4-carbonitrile OC(C)C=1C(=NC(=CC1)N1C=NC2=C1C=CC(=C2)NC=2N=NC(=CC2)C)N2N=CC(=C2C)C#N